S1C(=NC2=C1C=CC=C2)C2=CC=C(C=C2)O 4-(benzo[d]thiazol-2-yl)phenol